C[C@@H](C(=O)N[C@@H](CCC(=O)N[C@@H](CCC(=O)N[C@@H](CCC(=O)[O-])C(=O)[O-])C(=O)[O-])C(=O)[O-])OP(=O)([O-])OC[C@H]([C@H]([C@H](CN1C2=CC(=O)C=CC2=CC3=C1NC(=O)NC3=O)O)O)O The molecule is the penta-anion obtained by removing protons from the phosphate and carboxylic acid groups of coenzyme alpha-F420-3. It has a role as a coenzyme. It is a dialkyl phosphate anion, a ribitol phosphate, a member of pyrimidoquinolines and a tetracarboxylic acid anion. It is a conjugate base of a coenzyme alpha-F420-3. It is a conjugate acid of a coenzyme alpha-F420-3(6-).